COC(=O)C1=CC=C2/C(/C(N(C2=C1)C(N[C@@H](CCCCN)C(=O)OC)=O)=O)=C(\C1=CC=CC=C1)/NC1=CC=C(C=C1)N(C(CN1CCN(CC1)C)=O)C (3Z)-1-[[(1S)-5-amino-1-methoxycarbonyl-pentyl]carbamoyl]-3-[[4-[methyl-[2-(4-methylpiperazin-1-yl)acetyl]amino]anilino]-phenyl-methylene]-2-oxo-indole-6-carboxylic acid methyl ester